2-(2-aminoethyl)-6-(3-methyl-1,2,4-oxadiazol-5-yl)isoindolin-1-one NCCN1C(C2=CC(=CC=C2C1)C1=NC(=NO1)C)=O